2-(4-(2-amino-6-fluorophenoxy)phenyl)-4-(2,6-difluorobenzyl)-2,4-dihydro-3H-1,2,4-triazol-3-one NC1=C(OC2=CC=C(C=C2)N2N=CN(C2=O)CC2=C(C=CC=C2F)F)C(=CC=C1)F